BrC1=CC=CC=2C=3N(C(=NC12)N[C@H](C)C(=O)NCCC)N=C(N3)C=3C=NN(C3)C N2-[7-bromo-2-(1-methyl-1H-pyrazol-4-yl)[1,2,4]triazolo[1,5-c]quinazolin-5-yl]-N-propyl-D-alaninamide